C(C=C)(=O)OC1=CC=C(C=C1)C1=CC=C(C=C1)OC(C=C)=O 4,4'-Biphenyldiol diacrylate